N1(CCCC1)[PH+](N1CCCC1)N1CCCC1 tri-(1-pyrrolidinyl)-phosphonium